CN1CCC(CC1)C1=CC=CC(=N1)C=1C=NN2C1C=CC=C2 3-[6-(1-methyl-4-piperidyl)-2-pyridyl]pyrazolo[1,5-a]pyridine